COC([C@@H](NS(=O)(=O)C1=CC=C(C)C=C1)CO)=O |r| N-tosyl-DL-serine methyl ester